ClC1=C(C=C2C(=N1)CCC2)C(=O)NC(CC2=CC=CC=C2)(CC(F)(F)F)C 2-chloro-N-(4,4,4-trifluoro-2-methyl-1-phenylbutan-2-yl)-6,7-dihydro-5H-cyclopenta[b]pyridine-3-carboxamide